5-methylpiperidin CC1CCCNC1